The molecule is an enamide obtained by the fromal condensation of 2-methylpropanamine with dodeca-2,6,8,10-tetraenoic acid (the 2E,6E,8E,10E stereoisomer). Isolated from Zanthoxylum piperitum, it exhibits inhibitory activity against acyl-CoA:cholesterol acyltransferase. It has a role as an EC 2.3.1.26 (sterol O-acyltransferase) inhibitor and a plant metabolite. It is an enamide and a secondary carboxamide. It derives from a 2-methylpropanamine. C/C=C/C=C/C=C/CC/C=C/C(=O)NCC(C)C